C(C)(=O)OCC=C(CCCC(CCCC(CCCC(C)C)C)C)C 3,7,11,15-tetramethyl-2-hexadecen-1-ol acetate